[Na+].CS(=O)(=O)[N-]C=1C=C(C=NC1)C1=NC(=CC=C1)C(NC=1C(=NN(C1)C1COC1)C1=NC=CC=C1)=O (methylsulfonyl)(6-((1-(oxetan-3-yl)-3-(pyridin-2-yl)-1H-pyrazol-4-yl)carbamoyl)-[2,3'-bipyridin]-5'-yl)amide sodium salt